O[C@@H]1[C@H]([C@@H](O[C@@H]([C@H]1O)NC1=C2N=C(N(C2=NC=N1)C1OCCCC1)C)C)NC(=O)[C@@H]1N(CC[C@@H]1O)C(=O)OC(C)(C)C tert-butyl (2R,3S)-2-[[(2S,3R,4R,5S,6S)-4,5-dihydroxy-2-methyl-6-[(8-methyl-9-tetrahydropyran-2-yl-purin-6-yl)amino]tetrahydropyran-3-yl]carbamoyl]-3-hydroxy-pyrrolidine-1-carboxylate